ClC1=C(C(=CC=C1)Cl)C=CC(C)=NOCC1=C(C=CC=C1)C(C(=O)NC)=NOC 2-(2-(3-(2,6-dichlorophenyl)-1-methyl-allylideneaminooxymethyl)-phenyl)-2-meth-oxyimino-N-methyl-acetamide